C(CC)[NH2+]CCC N,N-di(propyl)ammonium